2-[2-(2-amino-pyridin-3-yl)-benzimidazol-1-yl]-2,N-dicyclohexyl-acetamide NC1=NC=CC=C1C1=NC2=C(N1C(C(=O)NC1CCCCC1)C1CCCCC1)C=CC=C2